methyl 2-((2-(((tert-butoxycarbonyl)(2-(6-methoxy-3-nitropyridin-2-yl)ethyl)amino)methyl)-4-chloro-3-fluorophenyl)amino)-4,5-difluorobenzoate C(C)(C)(C)OC(=O)N(CCC1=NC(=CC=C1[N+](=O)[O-])OC)CC1=C(C=CC(=C1F)Cl)NC1=C(C(=O)OC)C=C(C(=C1)F)F